FC1=C(C=C(C=C1)C1=CC(=C(C=C1)OC)NC1=NC=NC2=CC(=C(C=C12)OC1CCN(CC1)C(C=C)=O)OC)OCC(F)(F)F 1-(4-((4-((4'-fluoro-4-methoxy-3'-(2,2,2-trifluoroethoxy)-[1,1'-biphenyl]-3-yl)amino)-7-methoxy-quinazolin-6-yl)oxy)piperidin-1-yl)prop-2-en-1-one